tert-butyl (4S)-4-((2-(6-chloro-6'-cyano-2'-fluoro-3'-(2-methoxyethoxy)-[1,1'-biphenyl]-3-yl)-2-phenylethyl)amino)azepane-1-carboxylate ClC1=CC=C(C=C1C1=C(C(=CC=C1C#N)OCCOC)F)C(CN[C@@H]1CCN(CCC1)C(=O)OC(C)(C)C)C1=CC=CC=C1